ON(CC(C(=O)OCC)CC)O ethyl N,N-dihydroxyethyl-3-aminopropionate